(R)-(4-Chlorophenyl)(3-(imidazo[1,2-a]pyridin-2-yl)-8-methyl-5,6-dihydro-[1,2,4]Triazolo[4,3-a]pyrazin-7(8H)-yl)methanone ClC1=CC=C(C=C1)C(=O)N1[C@@H](C=2N(CC1)C(=NN2)C=2N=C1N(C=CC=C1)C2)C